IC=1C=CC2=C(CCO2)C1OCOC 5-iodo-4-(methoxymethoxy)-2,3-dihydrobenzofuran